OC(=O)C(F)(F)F.FC(C1=CC=C(C=N1)[C@H]1C[C@H](C1)OC=1C=C2C(=CNC2=CC1)N)(F)F 5-(cis-3-(6-(trifluoromethyl)pyridin-3-yl)cyclobutoxy)-1H-indol-3-amine TFA salt